(1R,5S)-1-(4-(6-amino-5-(methoxycarbonyl)pyridin-3-yl)phenyl)-3-azabicyclo[3.1.0]Hexane-3-carboxylic acid tert-butyl ester C(C)(C)(C)OC(=O)N1C[C@@]2(C[C@@H]2C1)C1=CC=C(C=C1)C=1C=NC(=C(C1)C(=O)OC)N